2-benzyl-6-{[2-(1-methylpyrazol-4-yl)-4-pyridyl]oxy}-3H-quinazolin-4-one C(C1=CC=CC=C1)C1=NC2=CC=C(C=C2C(N1)=O)OC1=CC(=NC=C1)C=1C=NN(C1)C